CN1N=CC2=C1N=CNC2=O 1-methyl-1,5-dihydro-4H-pyrazolo[3,4-d]pyrimidin-4-one